CC1(CN(CCN1C(=O)C1=CNC(C=C1)=O)C(C(=O)NC1=NC=C(C=C1)OCC(C)C)C)C 2-(3,3-dimethyl-4-(6-oxo-1,6-dihydropyridine-3-carbonyl)piperazin-1-yl)-N-(5-isobutoxypyridin-2-yl)propanamide